acetone, Formate salt C(=O)O.CC(=O)C